1-decyl-2-butylpyrrolidinium cyanide [C-]#N.C(CCCCCCCCC)[NH+]1C(CCC1)CCCC